C(N)(O)=O.C(N)(O)=O.N1CCNCC1 piperazine dicarbamate